O=S1(C2=C(C=C1)C=C(C(=C2)F)Br)=O 1,1-dioxo-5-bromo-6-fluorobenzo[b]thiophene